bis[2-(ethyldimethoxysilyl)1-phenyl-3-propyl-1,3-propanedione] platinum (II) [Pt+2].C(C)[Si](C(C(=O)C1=CC=CC=C1)C(=O)CCC)(OC)OC.C(C)[Si](C(C(=O)C1=CC=CC=C1)C(=O)CCC)(OC)OC